C[C@@H]1CN(C[C@@H](N1)C)C1=CC=C(C=2N=C(C=NC12)OC)C(=O)NC=1C=C(C=2N(C1)C=C(N2)C)F 8-[(3R,5S)-3,5-dimethylpiperazin-1-yl]-N-{8-fluoro-2-methylimidazo[1,2-a]pyridin-6-yl}-3-methoxyquinoxaline-5-carboxamide